(S)-2-((4-methoxyphenyl)sulfonylamino)-3-(1-(2-(5,6,7,8-tetrahydro-1,8-naphthyridin-2-yl)ethyl)-1H-pyrazole-4-carboxamido)propionic acid COC1=CC=C(C=C1)S(=O)(=O)N[C@H](C(=O)O)CNC(=O)C=1C=NN(C1)CCC1=NC=2NCCCC2C=C1